Cl.N[C@H]1CN(CC[C@@H]2N(C1=O)[C@@H](CC2)C(=O)N[C@@H]2CCOC1=CC=CC=C21)C(=O)NC2CCOCC2 (5S,8S,10aR)-5-amino-N8-((R)-chroman-4-yl)-6-oxo-N3-(tetrahydro-2H-pyran-4-yl)octahydropyrrolo[1,2-a][1,5]diazocine-3,8(4H)-dicarboxamide hydrochloride